C(COCO)OCO Dimethylol Glycol